1-{1,4-Dioxospiro[4.5]dec-8-yl}-3-[(pyridin-2-yl)methoxy]-1H-pyrazole-4-carboxylic acid ethyl ester C(C)OC(=O)C=1C(=NN(C1)C1CCC2(C(CCC2=O)=O)CC1)OCC1=NC=CC=C1